1,2-bis-diethoxysilyloctane C(C)O[SiH](CC(CCCCCC)[SiH](OCC)OCC)OCC